FC(C(C(F)(F)F)(O)C1=CC=C(C=C1)C1=C(C=CC=C1)C)(F)F 4'-(1,1,1,3,3,3-hexafluoro-2-hydroxypropan-2-yl)-2-methyl-[1,1'-biphenyl]